ClCC(=O)N(CC1=CC=C(C=C1)O)C1=CC(=CC(=C1)OC)OC 2-chloro-N-(3,5-dimethoxyphenyl)-N-[(4-hydroxyphenyl)methyl]acetamide